C1(=CC=CC=C1)C1=NC(=CC2=CC=CC=C12)C1=CC=C(C=C1)C 1-phenyl-3-(p-tolyl)isoquinoline